BrC=1C(=C(C=NC1)OC=1SC(=CN1)C)C 2-[(5-bromo-4-methyl-3-pyridyl)oxy]-5-methyl-thiazole